N-(4-bromo-3-(1H-1,2,4-triazol-3-yl)thiophen-2-yl)-2-(3-(trifluoromethyl)quinoline-8-yl)acetamide BrC=1C(=C(SC1)NC(CC=1C=CC=C2C=C(C=NC12)C(F)(F)F)=O)C1=NNC=N1